C1(CC1)C1=CC(=NC=2N1N=C(C2)C2=C(C=C(C=C2O)N2C[C@H](CC2)C(=O)OC)F)C(=O)N2[C@@H](C1=CC=CC=C1CC2)C methyl (S)-1-(4-(7-cyclopropyl-5-((R)-1-methyl-1,2,3,4-tetrahydroisoquinoline-2-carbonyl)pyrazolo[1,5-a]pyrimidin-2-yl)-3-fluoro-5-hydroxyphenyl)pyrrolidine-3-carboxylate